ClC1=NC=NC2=CC(=C(C=C12)OC1CCN(CC1)C(=O)OC(C)(C)C)OC Tert-butyl 4-((4-chloro-7-methoxyquinazolin-6-yl)oxy)piperidine-1-carboxylate